N-(6-(4-chloro-1H-pyrazol-1-yl)-1-(3-fluorophenyl)-1H-pyrazolo[3,4-d]pyrimidin-4-yl)-5-nitrothiophene-2-carboxamide ClC=1C=NN(C1)C1=NC(=C2C(=N1)N(N=C2)C2=CC(=CC=C2)F)NC(=O)C=2SC(=CC2)[N+](=O)[O-]